5,5-Difluoro-2-(4-fluorophenyl)-6,7-dihydro-4H-pyrazolo[1,5-a]pyridin FC1(CC=2N(CC1)N=C(C2)C2=CC=C(C=C2)F)F